[C@@H]1([C@H](O)[C@H](O)[C@@H](CO)O1)N1C(=S)NC(=O)C=C1 2-thio-uridine